C(C)OC1=C(C=CC(=N1)[C@@H](CS(=O)(=O)C)N1C(N(C=2C1=NC=C(C2C)C2=C(C=CC=C2)F)C)=O)OC (S)-3-(1-(6-ethoxy-5-methoxypyridin-2-yl)-2-(methylsulfonyl)ethyl)-6-(2-fluorophenyl)-1,7-dimethyl-1H-imidazo[4,5-b]pyridin-2(3H)-one